1-(3-((3-hydroxy-2,4-dioxo-1,2,3,4-tetrahydroquinazolin-8-yl)sulfonyl)phenyl)urea ON1C(NC2=C(C=CC=C2C1=O)S(=O)(=O)C=1C=C(C=CC1)NC(=O)N)=O